triiodioglycolic acid IOC(C(=O)O)(I)I